4-Fluoro-1-benzofuran-7-carbonitrile FC1=CC=C(C2=C1C=CO2)C#N